N-(3-chloro-5-(methylsulfonamido)phenyl)-5-methyl-1-(5-(trifluoromethyl)pyrimidin-2-yl)-1H-pyrrole-3-carboxamide ClC=1C=C(C=C(C1)NS(=O)(=O)C)NC(=O)C1=CN(C(=C1)C)C1=NC=C(C=N1)C(F)(F)F